4-nitrophenyl 6-oxa-3-azabicyclo[3.1.1]heptane-3-carboxylate C12CN(CC(O1)C2)C(=O)OC2=CC=C(C=C2)[N+](=O)[O-]